tert-butyl 4-hydroxy-2-(hydroxymethyl)piperidine-1-carboxylate OC1CC(N(CC1)C(=O)OC(C)(C)C)CO